8-[[1-[bis(methylsulfanylmethyl)sulfamoyl]cyclopropyl]methoxy]-N-[(4-cyanophenyl)methyl]-1-methyl-2-oxo-1,7-naphthyridine-3-carboxamide CSCN(S(=O)(=O)C1(CC1)COC=1N=CC=C2C=C(C(N(C12)C)=O)C(=O)NCC1=CC=C(C=C1)C#N)CSC